1,2,5-trimethylpyridine CN1C(C=CC(=C1)C)C